FC=1C=C2CCN(CC2=CC1)CC=1OC=C(C(C1)=O)O 2-((6-fluoro-3,4-dihydroisoquinolin-2(1H)-yl)methyl)-5-hydroxy-4H-pyran-4-one